CS(=O)(=O)OC1=CC=C(C=C1)C=C.[Na] Sodium (4-vinylphenyl) methanesulfonate